6-sulfo-1H-benzimidazol S(=O)(=O)(O)C=1C=CC2=C(NC=N2)C1